C(CCCCCCCC)(=O)[O-].[In+3].C(CCCCCCCC)(=O)[O-].C(CCCCCCCC)(=O)[O-] indium pelargonate